(2E,4E)-3-methyl-5-(2,6,6-trimethylcyclohex-2-en-1-yl)penta-2,4-dien-1-ol C\C(=C/CO)\C=C\C1C(=CCCC1(C)C)C